1-((1s,3s)-1-(3-bromophenyl)-3-methylcyclobutyl)propane-1,2-dione BrC=1C=C(C=CC1)C1(CC(C1)C)C(C(C)=O)=O